2-(4-methyl-1,4-diazepan-1-yl)-5-oxo-5H-benzo[4',5']oxazolo-[3',2':1,6]pyrido[2,3-d]pyrimidine-6-carboxylic acid CN1CCN(CCC1)C=1N=CC2=C(N1)N1C(=C(C2=O)C(=O)O)OC2=C1C=CC=C2